C(C)(C)(C)OC(=O)N1C[C@]2(CC3=C(C=C2CC1)N(N=C3)C3=CC=C(C=C3)Cl)C(=O)C3=NC=CC(=C3)C(F)(F)F (R)-1-(4-chlorophenyl)-4a-(4-(trifluoromethyl)pyridineformyl)-4a,5,7,8-tetrahydro-1H-pyrazolo[3,4-g]isoquinoline-6(4H)-carboxylic acid tert-butyl ester